FC1=C(O[C@H](C)C2=NN=C3N2C=CC=C3)C(=CC(=C1)F)F ((R)-1-(2,4,6-trifluorophenoxy)ethyl)[1,2,4]triazolo[4,3-a]pyridine